tert-butyl (tertbutoxy carbonyl)(7-(4,4,5,5-tetramethyl-1,3,2-dioxaborolan-2-yl)-[1,2,4]triazolo[1,5-a]pyridin-2-yl)carbamate C(C)(C)(C)OC(=O)N(C(OC(C)(C)C)=O)C1=NN2C(C=C(C=C2)B2OC(C(O2)(C)C)(C)C)=N1